(E)-N'-(naphthalen-1-ylmethylene)benzohydrazide C1(=CC=CC2=CC=CC=C12)\C=N\NC(C1=CC=CC=C1)=O